C(C)(=O)C=1C=C(C=CC1)C(=CCC1=C(C(=O)NC=2C=CC=C3C=CC=NC23)C(=CC=C1)C)CCCCC 2-(3-(3-Acetylphenyl)oct-2-en-1-yl)-6-methyl-N-(quinolin-8-yl)benzamide